n-eicosyl triacontanoate C(CCCCCCCCCCCCCCCCCCCCCCCCCCCCC)(=O)OCCCCCCCCCCCCCCCCCCCC